[K].[C].[Bi] bismuth carbon potassium